tert-Butyl 3-(3-(3-((4-(2-fluoro-4-(1-((4-fluorophenyl)carbamoyl)cyclopropane-1-carboxamido)-phenoxy)-6-methoxyquinolin-7-yl)oxy)propoxy)propoxy)propanoate FC1=C(OC2=CC=NC3=CC(=C(C=C23)OC)OCCCOCCCOCCC(=O)OC(C)(C)C)C=CC(=C1)NC(=O)C1(CC1)C(NC1=CC=C(C=C1)F)=O